((cis)-4-((7-morpholinoquinoxalin-5-yl)oxy)cyclohexyl)pyrimidin-2-amine O1CCN(CC1)C1=CC(=C2N=CC=NC2=C1)O[C@H]1CC[C@H](CC1)C1=NC(=NC=C1)N